tert-butyl N-(2-bromo-1,1-dimethyl-ethyl)carbamate BrCC(C)(C)NC(OC(C)(C)C)=O